C(C1=CC=CC=C1)OC(=O)N1[C@H](C[C@H](CC1)CO)C1=CC=CC=C1 |r| rac-(2r,4s)-4-(hydroxymethyl)-2-phenylpiperidine-1-carboxylic acid benzyl ester